2-((1-acetylazetidin-3-yl)carbamoyl)-3-chloro-6-nitrobenzoic acid C(C)(=O)N1CC(C1)NC(=O)C1=C(C(=O)O)C(=CC=C1Cl)[N+](=O)[O-]